BrC(C)C=1C=C(C=C2C(N(C(=NC12)N1CC2=CC=CC=C2C1)C)=O)C 8-(1-bromoethyl)-2-(isoindolin-2-yl)-3,6-dimethylquinazolin-4(3H)-one